N1(CCCCCC1)CC(=O)NC=1C(=CSC1C)C(=O)OC methyl 4-(2-(azepan-1-yl)acetamido)-5-methylthiophene-3-carboxylate